COC(C1=CC(=C(C=C1)Cl)S(NO)(=O)=O)=O 4-chloro-3-(hydroxysulfamoyl)benzoic acid methyl ester